fluoro-nitropyridine FC=1C(=NC=CC1)[N+](=O)[O-]